trans-8-((3R,5S)-3-((4-hydroxycyclohexyl)amino)-5-methylpiperidin-1-yl)quinoxaline-5-carbonitrile O[C@@H]1CC[C@H](CC1)N[C@H]1CN(C[C@H](C1)C)C1=CC=C(C=2N=CC=NC12)C#N